4-(1,3-benzothiazol-2-yl)-2-pyrimidin-2-yl-5-(trifluoromethyl)pyrazol-3-amine S1C(=NC2=C1C=CC=C2)C2=C(N(N=C2C(F)(F)F)C2=NC=CC=N2)N